CN1C(=NC(=C1)C)CO (1,4-dimethylimidazol-2-yl)methanol